CCCCCCCCCCCCCCCCCCCCCCC(=O)N[C@@H](CO[C@H]1[C@@H]([C@H]([C@@H]([C@H](O1)CO)O)O)O)[C@@H](/C=C/CCCCCCCCCC(C)C)O The molecule is an N-acyl-1-O-beta-D-glucosyl-15-methylhexadecasphing-4-enine in which the acyl group has 23 carbons and 0 double bonds. It derives from a 15-methylhexadecasphing-4-enine.